O[Zn-2](O)(O)O tetrahydroxyzinc (II)